phenylbipyridine C1=CC=C(C=C1)C2=C(N=CC=C2)C3=CC=CC=N3